DL-malic acid C(C(O)CC(=O)O)(=O)O